FC(CO)(C(C(C(F)F)(F)F)(F)F)F 2,2,3,3,4,4,5,5-octafluoropentan-1-ol